BrC1=C(C=C(C(=O)N2CC=3N=C(N(C(C3C[C@H]2C)=O)C2=CC=C(C(=O)N(C(OC(C)Cl)=O)C)C=C2)N[C@@H](C)C=C)C=C1)C(F)(F)F 1-chloroethyl (4-((R)-7-(4-bromo-3-(trifluoromethyl)benzoyl)-2-(((S)-but-3-en-2-yl)amino)-6-methyl-4-oxo-5,6,7,8-tetrahydropyrido[3,4-d]pyrimidin-3(4H)-yl)benzoyl)(methyl)carbamate